diethyl-3-(3-bromophenyl)isoxazole-5,5(4H)-dicarboxylic acid C(C)C1(C(=NOC1(C(=O)O)C(=O)O)C1=CC(=CC=C1)Br)CC